2H-pyrazolo[4,3-c]pyridine-5(4H)-carboxylate N=1NC=C2CN(C=CC21)C(=O)[O-]